BrCC1(CCC1)C#N 1-(bromo-methyl)-cyclobutane-carbonitrile